S1C(=CC2=C1C=CC=C2)C2=CC=C(C=C2)N(C2=CC=C(C=C2)C=2C=CC1=C(OC3=C1C=CC=C3)C2)C2=CC=C(C=C2)C=2SC3=C(N2)C=CC=C3 (4-benzothiophen-2-yl-phenyl)-(4-benzothiazol-2-yl-phenyl)-(4-Dibenzofuran-3-yl-phenyl)amine